COCCOC1=C(C=CC=C1)C1=CC=C(C=C1)C(=O)O 2'-(2-methoxyethoxy)biphenyl-4-carboxylic acid